rel-tert-butyl N-methyl-N-[[(1S,2S)-2-ethynylcyclopropyl] methyl]carbamate CN(C(OC(C)(C)C)=O)C[C@@H]1[C@H](C1)C#C |o1:10,11|